1-benzyl-4-(4-methoxyphenyl)-1,2,3-triazole C(C1=CC=CC=C1)N1N=NC(=C1)C1=CC=C(C=C1)OC